dimethyl-(10H-indeno-benzothiophene) CC1(C=2C=CC=CC2C2=C1C1=C(C=CS1)C=C2)C